4-[4-[4-[3-(1,3-dimethylindazol-6-yl)-1,2,4-oxadiazol-5-yl]piperidine-1-carbonyl]-2-oxo-pyrrolidin-1-yl]benzonitrile CN1N=C(C2=CC=C(C=C12)C1=NOC(=N1)C1CCN(CC1)C(=O)C1CC(N(C1)C1=CC=C(C#N)C=C1)=O)C